ClC=1C=C2C=CC(NC2=CN1)=O 6-chloro-1H-1,7-naphthyridin-2-one